4-(6-(6-((2,6-dimethylpyridin-4-yl)methyl)-3,6-diazabicyclo[3.1.1]heptan-3-yl)pyridin-3-yl)-6-(2-hydroxy-2-methylpropoxy)pyrazolo[1,5-a]pyridine-3-carbonitrile CC1=NC(=CC(=C1)CN1C2CN(CC1C2)C2=CC=C(C=N2)C=2C=1N(C=C(C2)OCC(C)(C)O)N=CC1C#N)C